(R)-1-(5-(4,4-difluoropiperidin-1-yl)-3,9-dimethylimidazo[1,2-c]quinazolin-7-yl)ethan-1-amine, hydrochloride Cl.FC1(CCN(CC1)C1=NC=2C(=CC(=CC2C=2N1C(=CN2)C)C)[C@@H](C)N)F